[C@@H]12N[C@@H]([C@@H](CC1)C2)C(=O)N2CCC(CC2)C(=O)C2=CN(C1=CN=CC=C12)C1=C(C=C(C=C1)F)C=1C(=NC=NC1)C1CC1 (1-((1R,3S,4S)-2-Azabicyclo[2.2.1]heptane-3-carbonyl)piperidin-4-yl)(1-(2-(4-cyclopropylpyrimidin-5-yl)-4-fluorophenyl)-1H-pyrrolo[2,3-c]pyridin-3-yl)methanone